Thulium-thulium [Tm].[Tm]